C(=C)S(=O)(=O)N ethene-1-Sulfonamide